Methyl 4-((5-(3-fluorophenyl)-4-phenyl-4H-1,2,4-triazol-3-ylthio)methyl)benzoate FC=1C=C(C=CC1)C=1N(C(=NN1)SCC1=CC=C(C(=O)OC)C=C1)C1=CC=CC=C1